[I-].C=C(C)C isobutene iodide